S-(((3aS,4S,6R,6aR)-6-(4-Amino-2-methyl-7H-pyrrolo[2,3-d]pyrimidin-7-yl)-2,2-dimethyltetrahydrofuro[3,4-d][1,3]dioxol-4-yl)methyl) thioacetate C(C)(=O)SC[C@H]1O[C@H]([C@@H]2OC(O[C@@H]21)(C)C)N2C=CC1=C2N=C(N=C1N)C